FC1=C(C(=O)O)C(=CC(C1F)(C(=O)O)F)F 2,3,4,6-tetrafluoroterephthalic acid